(6-fluoro-1-methyl-[1,2,4]triazolo[4,3-a]quinazolin-5-yl)-6-[2-(1-methylcyclopropyl)ethynyl]-3,5-dihydro-2H-4,1-benzoxazepine FC1=C2C(=NC=3N(C2=CC=C1)C(=NN3)C)C3NC1=C(COC3)C(=CC=C1)C#CC1(CC1)C